CSC=1C=C(C=CC1)N=C=O 3-(methylthio)phenyl isocyanate